2-(3,4-dimethoxyphenyl)-6-(1-(2-isopropyl-2-azaspiro[3.3]heptan-6-yl)piperidin-4-yl)-5,6,7,8-tetrahydroimidazo[1,2-a]pyridine COC=1C=C(C=CC1OC)C=1N=C2N(CC(CC2)C2CCN(CC2)C2CC3(CN(C3)C(C)C)C2)C1